NC1=NC=CC(=C1Cl)SC=1C(=NC(=CN1)N1CCC2(C3(CN3)COC2)CC1)N 3-((2-amino-3-chloropyridin-4-yl)thio)-6-(11-oxa-1,7-diazadispiro[2.0.54.33]dodecan-7-yl)pyrazin-2-amine